(3-acetyl-2,4,6-trihydroxyphenyl)-8-bromooctan-1-one C(C)(=O)C=1C(=C(C(=CC1O)O)C(CCCCCCCBr)=O)O